6-ethyl-5-methylpyrazine-2-carboxamide C(C)C1=C(N=CC(=N1)C(=O)N)C